2-(4-(2-((4-(Bis((9Z,12Z)-2-hydroxyoctadeca-9,12-dien-1-yl)amino)butyl)disulfaneyl)ethyl)piperazin-1-yl)ethyl 4-(bis((Z)-2-hydroxyoctadec-9-en-1-yl)amino)butanoate OC(CN(CCCC(=O)OCCN1CCN(CC1)CCSSCCCCN(CC(CCCCCC\C=C/C\C=C/CCCCC)O)CC(CCCCCC\C=C/C\C=C/CCCCC)O)CC(CCCCCC\C=C/CCCCCCCC)O)CCCCCC\C=C/CCCCCCCC